C(C=C)(=O)N1C[C@@H]2COC3=C(C(N2CC1)=O)C(=NC(=C3Cl)C3=C(C=CC=C3O)F)N3C[C@H](OCC3)C (6aR)-8-acryloyl-4-chloro-3-(2-fluoro-6-hydroxyphenyl)-1-((R)-2-methylmorpholino)-6,6a,7,8,9,10-hexahydro-12H-pyrazino[2,1-c]pyrido[3,4-f][1,4]oxazepin-12-one